N1C=C(C2=CC=CC=C12)CC(C)NC12CC(C1)(C2)C(=O)OC Methyl 3-((1-(1H-indol-3-yl)propan-2-yl)amino)bicyclo[1.1.1]pentane-1-carboxylate